methyl 4-deoxy-4-[18F]fluoro-alpha-D-glucopyranoside [18F][C@H]1[C@@H]([C@H]([C@@H](OC)O[C@@H]1CO)O)O